aminopropyl-trimethoxysilane (S)-tert-butyl-4-(2-(5-chloropyridin-2-yl)-2-methylbenzo[d][1,3]dioxol-4-yl)-3,6-dihydropyridin-1(2H)-carboxylate C(C)(C)(C)OC(=O)N1CCC(=CC1)C1=CC=CC=2O[C@](OC21)(C)C2=NC=C(C=C2)Cl.NCCC[Si](OC)(OC)OC